6-(imidazo[1,5-b]pyridazin-6-yl)-7,8-dihydro-5H-1,6-naphthyridine N=1N2C(C=CC1)=CN(C2)N2CC=1C=CC=NC1CC2